C(C)(C)(C)OC(=O)N1C[C@H](NCC1)C (R)-4-N-tert-butyloxycarbonyl-2-methylpiperazine